C(C)(C)(C)OC(=O)N1CCC(CC1)C=1C=CC2=C(NC(O2)=O)C1 4-(2-oxo-3H-1,3-benzoxazol-5-yl)piperidine-1-carboxylic acid tert-butyl ester